Dimethylsilylenebis(2,5-dimethyl-3-(3,5-di-t-butylphenyl)-cyclopenta[b]thienyl)hafnium dichloride [Cl-].[Cl-].C[Si](=[Hf+2](C1=C(C=C2SC(C(=C21)C2=CC(=CC(=C2)C(C)(C)C)C(C)(C)C)C)C)C2=C(C=C1SC(C(=C12)C1=CC(=CC(=C1)C(C)(C)C)C(C)(C)C)C)C)C